ClC1=NC=CC(=C1)\C(\CC)=N\[S@](=O)C(C)(C)C (R,E)-N-(1-(2-chloropyridin-4-yl)propylidene)-2-methylpropane-2-sulfinamide